((S)-2-(((2R,3S,4R,5R)-5-(5-chloro-7-(cyclopentylamino)-3H-[1,2,3]triazolo[4,5-b]pyridin-3-yl)-3,4-dihydroxytetrahydrofuran-2-yl)methoxy)-1-methoxypropan-2-yl)phosphonic acid ClC1=CC(=C2C(=N1)N(N=N2)[C@H]2[C@@H]([C@@H]([C@H](O2)CO[C@@](COC)(C)P(O)(O)=O)O)O)NC2CCCC2